C1(CC1)C1=C(CC(C(C2=C1C=CC=C2)CC2=CC(=C(C=C2)C)F)=O)C=2OC(=NN2)C2CC2 9-cyclopropyl-8-(5-cyclopropyl-1,3,4-oxadiazol-2-yl)-5-(3-fluoro-4-methylbenzyl)-5,7-dihydro-6H-benzo[7]annulen-6-one